BrC1=NN(C(=C1)C(=O)NC=1C(=CC=2N(C1C(=O)NC)N=CC2)Cl)C2=NC=CC=C2Cl 6-(3-Bromo-1-(3-chloropyridin-2-yl)-1H-pyrazol-5-carboxamido)-5-chloro-N-methylpyrazolo[1,5-a]pyridin-7-carboxamid